BrC=1C=CC2=C(C3NC(N(C(O2)(C3)C)C3=CC(=CC=C3)C(=O)N3C(C2=CC=CC=C2CC3)(C)C)=O)C1 8-Bromo-3-(3-(1,1-dimethyl-1,2,3,4-tetrahydroisoquinoline-2-carbonyl)phenyl)-2-methyl-5,6-dihydro-2H-2,6-methanobenzo[g][1,3,5]oxadiazocin-4(3H)-one